C(C)SC(=C(C(=O)N)C(C)=O)SCC 2-(bis(ethylthio)methylene)-3-oxobutyramide